ClC1=CC=C(N=N1)N1[C@@H]2[C@H](OCC1)CCN(C2)CC (4aS,8aR)-4-(6-chloropyridazin-3-yl)-6-ethyl-3,4a,5,7,8,8a-hexahydro-2H-pyrido[4,3-b][1,4]oxazine